(1S,2S)-2-fluoro-N-(5-(5-methyl-1H-indol-4-yl)benzo[d]thiazol-2-yl)cyclopropane-1-carboxamide F[C@@H]1[C@@H](C1)C(=O)NC=1SC2=C(N1)C=C(C=C2)C2=C1C=CNC1=CC=C2C